(2S,3R)-2-[(3-chloro-2-fluorophenyl)methyl]-4,4-difluoro-3-[(methylsulfonyl)amino]pyrrolidine-1-carboxylic acid tert-butyl ester C(C)(C)(C)OC(=O)N1[C@H]([C@H](C(C1)(F)F)NS(=O)(=O)C)CC1=C(C(=CC=C1)Cl)F